OC1=C(C=CC(=C1)C)C1=NN=C(C=2CCCCC12)N[C@H]1CN(CCC1)C(=O)OC(C)(C)C tert-butyl (R)-3-((4-(2-hydroxy-4-methylphenyl)-5,6,7,8-tetrahydrophthalazin-1-yl)amino)piperidine-1-carboxylate